OC12CC3C(C(CC(C1)C3)C2)N2CCC(CC2)NC2=CC(=C(C=C2)NC2=NC=C(C(=N2)NC2=C(C(=O)NC)C=CC=C2C)C(F)(F)F)OC 2-((2-((4-((1-((cis)-5-hydroxyadamantan-2-yl)piperidin-4-yl)amino)-2-methoxyphenyl)amino)-5-(trifluoromethyl)pyrimidin-4-yl)amino)-N,3-dimethylbenzamide